ethyl (E)-3-(((3-((5-carbamoyl-2-(1-ethyl-3-methyl-1H-pyrazole-5-carboxamido)-1-(4-((methylsulfonyl)oxy)but-2-en-1-yl)-1H-benzo[d]imidazol-7-yl)oxy)propoxy)carbonyl)amino)propanoate C(N)(=O)C1=CC2=C(N(C(=N2)NC(=O)C2=CC(=NN2CC)C)C\C=C\COS(=O)(=O)C)C(=C1)OCCCOC(=O)NCCC(=O)OCC